Methyl (2S,4R)-4-fluoropyrrolidine-2-carboxylate hydrochloride Cl.F[C@@H]1C[C@H](NC1)C(=O)OC